2-((5-methoxy-7-methyl-1H-indol-4-yl)-methyl)-7-(methylamino)-2H-indazole-6-carbonitrile COC=1C(=C2C=CNC2=C(C1)C)CN1N=C2C(=C(C=CC2=C1)C#N)NC